C(CCCCCCC\C=C/CCCCCCCC)(=O)OCCCCCCC(OC(NCCOCCN(C)C)=O)CCCCCCOC(CCCCCCC\C=C/CCCCCCCC)=O 11-(6-{[(10Z)-1-oxooctadec-9-enyl] oxy} hexyl)-2-methyl-9-oxo-2,8-diaza-5,10-dioxaheptadecan-17-yl (10Z)-octadec-9-enoate